[Mg].[Mn].[C].O Water carbon manganese magnesium